1-((1R,3r,5S)-3-((4-((2-fluoro-4-((1-(6-methylpyridin-3-yl)-1H-pyrazol-3-yl)oxy)phenyl)amino)-7-methoxyquinazolin-6-yl)amino)-8-azabicyclo[3.2.1]octan-8-yl)prop-2-en-1-one FC1=C(C=CC(=C1)OC1=NN(C=C1)C=1C=NC(=CC1)C)NC1=NC=NC2=CC(=C(C=C12)NC1C[C@H]2CC[C@@H](C1)N2C(C=C)=O)OC